C(C)(C)C1=C(C=CC=C1)C1=C(N=CC(=N1)NS(=O)(=O)C=1C(=NN(C1)C)C)C1=CC(=CC=C1)[C@H]1C[C@@H](CC1)OC(F)(F)F N-(6-(2-isopropylphenyl)-5-(3-((1R,3R)-3-(trifluoromethoxy)cyclopentyl)phenyl)pyrazin-2-yl)-1,3-dimethyl-1H-pyrazole-4-sulfonamide